BrC1=CC=C(C=C1)C1(SCCCS1)/C=C/C=1NC=CC1 (E)-2-(2-(2-(4-bromophenyl)-1,3-dithian-2-yl)vinyl)-1H-pyrrole